chloropropyl-diethyl-methoxysilane ClCCC[Si](OC)(CC)CC